Bis-(4-aminocyclohexyl)methane NC1CCC(CC1)CC1CCC(CC1)N